C(C)(C)(C)OC(=O)N1CC=2N=C(N=C(C2CC1)NC=1N=CN(C1)C1=CC(=C(C(=C1)OC)OC)OC)N1[C@@H](CCC1)C(N)=O (S)-2-(2-carbamoyl-pyrrolidin-1-yl)-4-((1-(3,4,5-trimethoxyphenyl)-1H-imidazol-4-yl)amino)-5,6-dihydropyrido[3,4-d]pyrimidine-7(8H)-carboxylic acid tert-butyl ester